C(C=CC(=O)[O-])(=O)OCC1=CC=C(C=C1)CO 4-hydroxymethyl-benzyl but-2-enedioate